N(=[N+]=[N-])C1=NC(=NC(=C1C=O)Cl)SC 4-azido-6-chloro-2-(methylthio)pyrimidine-5-carbaldehyde